4-((3-(7-(((3S,4R)-3-fluoro-1-methylpiperidin-4-yl)amino)-3-((Z)-prop-1-en-1-yl)pyrazolo[1,5-a]pyridin-2-yl)prop-2-yn-1-yl)amino)-3-methoxy-N-methylbenzamide F[C@H]1CN(CC[C@H]1NC1=CC=CC=2N1N=C(C2\C=C/C)C#CCNC2=C(C=C(C(=O)NC)C=C2)OC)C